6-(isopropyl(methyl)amino)-4-((methylamino)methyl)-2-(6-(6,7,8,9-tetrahydro-5H-[1,2,4]triazolo[4,3-a]azepin-3-yl)pyridin-2-yl)-2,3-dihydro-1H-pyrrolo[3,4-c]pyridin-1-one C(C)(C)N(C1=CC2=C(C(=N1)CNC)CN(C2=O)C2=NC(=CC=C2)C2=NN=C1N2CCCCC1)C